6-(cyclopropanecarboxamido)-4-((3-(1-((1S,2S)-2-fluorocyclopentyl)-1H-pyrazol-4-yl)-2-methoxyphenyl)amino)nicotinamide C1(CC1)C(=O)NC1=NC=C(C(=O)N)C(=C1)NC1=C(C(=CC=C1)C=1C=NN(C1)[C@@H]1[C@H](CCC1)F)OC